trans-4-(benzyloxy)cyclohexanecarbaldehyde C(C1=CC=CC=C1)O[C@@H]1CC[C@H](CC1)C=O